(S)-6-(1-ethyl-1H-pyrazol-4-yl)-N-(5-(3-(2-hydroxypropan-2-yl)-3-methoxypyrrolidin-1-yl)-2-(trifluoromethyl)pyridin-3-yl)picolinamide C(C)N1N=CC(=C1)C1=CC=CC(=N1)C(=O)NC=1C(=NC=C(C1)N1C[C@](CC1)(OC)C(C)(C)O)C(F)(F)F